isoicosanol C(CCCCCCCCCCCCCCCCC(C)C)O